tert-butyl (R)-3-(2-(acetylthio)acetamido)-azepane-1-carboxylate C(C)(=O)SCC(=O)N[C@H]1CN(CCCC1)C(=O)OC(C)(C)C